methyl 3-(azetidin-3-yl)-2-oxo-2,3-dihydro-1H-benzo[d]imidazole-5-carboxylate hydrochloride Cl.N1CC(C1)N1C(NC2=C1C=C(C=C2)C(=O)OC)=O